3-methylphenoxyethanol CC=1C=C(OC(C)O)C=CC1